C(CCCCC(=O)[O-])(=O)OCCCCCCCCC nonyl hexanedioate